C(C)(C)N1C(=NN2C(C1=O)=NC=C2C=2N=CN(C2)C(C2=CC=CC=C2)(C2=CC=CC=C2)C2=CC=CC=C2)C=2C=NN(C2)CCNC(C)=O N-(2-(4-(3-Isopropyl-4-oxo-7-(1-trityl-1H-imidazol-4-yl)-3,4-dihydroimidazo[2,1-f][1,2,4]triazin-2-yl)-1H-pyrazol-1-yl)ethyl)acetamide